3-trifluoromethyl-4'-methoxydiphenylamine COC1=CC=C(C=C1)NC2=CC=CC(=C2)C(F)(F)F